N-(1H-benzimidazol-2-yl)-3-bromobenzamide N1C(=NC2=C1C=CC=C2)NC(C2=CC(=CC=C2)Br)=O